Cl.C(C)N=C=NCCCN(C)C 1-Ethyl-3-(3'-dimethylaminopropyl)carbodiimide-hydrochloride